C(C)(C)(C)OC(NCCN1N=CC(=C1)B1OC(C(O1)(C)C)(C)C)=O tert-butyl(2-(4-(4,4,5,5-tetramethyl-1,3,2-dioxaborolan-2-yl)-1H-pyrazol-1-yl)ethyl)carbamate